CSC1=NC(=C(C(=N1)Cl)C=O)Cl 2-Methylthio-4,6-dichloro-5-pyrimidinecarbaldehyde